nickel-cadmium-nickel [Ni].[Cd].[Ni]